sodium (2S,5R,6R)-3,3-dimethyl-6-[(R)-2-amino-2-phenyl acetylamino]-7-oxo-4-thia-1-azabicyclo[3.2.0]heptane-2-carboxylate CC1([C@@H](N2C([C@H]([C@H]2S1)NC([C@@H](C1=CC=CC=C1)N)=O)=O)C(=O)[O-])C.[Na+]